N-(2-(((1R,2R,4S)-7-cyano-7-azabicyclo[2.2.1]heptan-2-yl)amino)-2-oxoethyl)-4,5,6,7-tetrahydro-1-benzothiophene-2-carboxamide C(#N)N1[C@H]2[C@@H](C[C@@H]1CC2)NC(CNC(=O)C=2SC1=C(C2)CCCC1)=O